C(C)(C)C1=C(C=C(C=O)C=C1OC)OC 4-isopropyl-3,5-dimethoxybenzaldehyde